[Al].[Y].[Er] erbium Yttrium Aluminum